ClC(=O)C1(CC1)C(=O)OC methyl 1-(chlorocarbonyl)cyclopropane-1-carboxylate